CN(C1CCC2(CCN(CC2)C(=O)C=2C=C(C#N)C=CC2)CC1)C=1C2=C(N=CN1)NC=C2 3-{9-[Methyl(7H-pyrrolo[2,3-d]pyrimidin-4-yl)amino]-3-azaspiro[5.5]undecan-3-carbonyl}benzonitril